(E)-4-hydroxybenzenesulfonate OC1=CC=C(C=C1)S(=O)(=O)[O-]